O=CCOC(=O)N1CCCCC1 2-oxoethyl-piperidine-1-carboxylate